benzyl (3-hydroxycyclopentyl)carbamate OC1CC(CC1)NC(OCC1=CC=CC=C1)=O